(E)-1-(3-((4-amino-7-(1-hydroxypropan-2-yl)-5-(4-phenoxyphenyl)-7H-pyrrolo[2,3-d]pyrimidin-6-yl)ethynyl)pyrrolidin-1-yl)-4-(dimethylamino)but-2-en-1-one NC=1C2=C(N=CN1)N(C(=C2C2=CC=C(C=C2)OC2=CC=CC=C2)C#CC2CN(CC2)C(\C=C\CN(C)C)=O)C(CO)C